FC=1C=C2C=C(NC2=CC1NCC1=NOC=C1)CNC(=O)N1CCC1 N-((5-fluoro-6-((isoxazol-3-ylmethyl)amino)-1H-indol-2-yl)methyl)azetidine-1-carboxamide